OC1=C(C(=C(C=C1OC)C#N)C1=CC(=C(C=C1)C)C)C#N 3-hydroxy-4-methoxy-3',4'-dimethylbiphenyl-2,6-dicarbonitrile